tert-Butyl 3-formyl-1-methyl-2-azabicyclo[2.1.1]hexane-2-carboxylate C(=O)C1N(C2(CC1C2)C)C(=O)OC(C)(C)C